O1N=NCC1 Oxadiazolen